OC=1C(=C(C=O)C=CC1OC)OC 3-hydroxy-2,4-dimethoxybenzaldehyde